2-methyl-3-methylimidazolium CC=1NC=C[N+]1C